[(6R)-3-[(1S,3R)-3-[[4-(oxetan-3-yloxy)-5-(trifluoromethyl)pyrimidin-2-yl]amino]cyclohexyl]-5,6,7,8-tetrahydro-[1,2,4]triazolo[4,3-a]pyridin-6-yl]-pyrrolidin-1-yl-methanone O1CC(C1)OC1=NC(=NC=C1C(F)(F)F)N[C@H]1C[C@H](CCC1)C1=NN=C2N1C[C@@H](CC2)C(=O)N2CCCC2